water perfluorooctanesulfonate FC(C(C(C(C(C(C(C(F)(F)F)(F)F)(F)F)(F)F)(F)F)(F)F)(F)F)(S(=O)(=O)O)F.O